[Si](C)(C)(C(C)(C)C)OCCN1N=C(C=C1C(=O)OC)C methyl 2-[2-[tert-butyl(dimethyl)silyl]oxyethyl]-5-methyl-pyrazole-3-carboxylate